4-chloro-6-(2-chloro-3-methoxyphenyl)-5-methyl-2-(1-methyl-1H-imidazol-2-yl)pyrrolo[2,1-f][1,2,4]triazine ClC1=NC(=NN2C1=C(C(=C2)C2=C(C(=CC=C2)OC)Cl)C)C=2N(C=CN2)C